(R)-3-methyl-4-oxopiperidine-1,3-dicarboxylic acid 1-(tert-butyl) ester C(C)(C)(C)OC(=O)N1C[C@](C(CC1)=O)(C(=O)O)C